ClC1=CC=C(C=C1)C=1N=C2N(C=CC=N2)C1CN1CC2CCC(CC1)N2C(=O)C2=C(C=CC=C2)F [3-{[2-(4-chlorophenyl)imidazo[1,2-a]pyrimidin-3-yl]methyl}-3,9-diazabicyclo[4.2.1]non-9-yl](2-fluorophenyl)methanone